CC1=NC=C(N1C)C1=CC2=C(N(C=N2)C2=CC(=C(C(=O)NCC(F)(F)F)C(=C2)OC)OC)C=C1 4-[5-(2,3-dimethylimidazol-4-yl)benzimidazol-1-yl]-2,6-dimethoxy-N-(2,2,2-trifluoroethyl)benzamide